O=C1NC(CCC1N1C(C2=CC=C(C=C2C1=O)O)=O)=O 2-(2,6-Dioxopiperidin-3-yl)-5-hydroxyisoindoledione